1-((6-cyclopropyl-8-(4-(ethoxycarbonyl)-1H-imidazol-1-yl)imidazo[1,2-a]pyridin-2-yl)methyl)-1H-1,2,3-triazole-4-carboxylic acid C1(CC1)C=1C=C(C=2N(C1)C=C(N2)CN2N=NC(=C2)C(=O)O)N2C=NC(=C2)C(=O)OCC